2-(4,4-dimethyl-1,4-azasilinan-1-yl)-4-((2-hydroxyethyl)sulfonamido)-N-(6-methyl-2-(5-azaspiro[2.4]heptan-5-yl)pyrimidin-4-yl)benzamide C[Si]1(CCN(CC1)C1=C(C(=O)NC2=NC(=NC(=C2)C)N2CC3(CC3)CC2)C=CC(=C1)NS(=O)(=O)CCO)C